CN(C/C=C/C(=O)N1CC2=C(C(C1)C=1C(=C(C#N)C=CC1)C=1C(=NN(C1)CC)C(F)(F)F)C=C(S2)[N+]#[C-])C (E)-3-(6-(4-(Dimethylamino)but-2-enoyl)-2-isocyano-4,5,6,7-tetrahydrothieno[2,3-c]pyridin-4-yl)-2-(1-ethyl-3-(trifluoromethyl)-1H-pyrazol-4-yl)benzonitrile